CON(C(=O)[C@H]1[C@@H](C1)C)C (trans)-N-methoxy-N,2-dimethylcyclopropane-1-carboxamide